6,6-didecyloxyhexylmagnesium bromide C(CCCCCCCCC)OC(CCCCC[Mg]Br)OCCCCCCCCCC